7-[(3S,4S)-3-{(cyclopropylamino)methyl}-4-fluoropyrrolidin-1-yl]6-fluoro-1-(2-fluoroethyl)-8-methoxy-4-oxo-1,4-dihydroquinoline-3-carboxylic acid C1(CC1)NC[C@H]1CN(C[C@H]1F)C1=C(C=C2C(C(=CN(C2=C1OC)CCF)C(=O)O)=O)F